ClC1=NC=NC(=C1NC(C1=CC(=CC=C1)I)=O)Cl N-(4,6-dichloropyrimidin-5-yl)-3-iodobenzamide